[Bi].[Sr] Strontium-Bismuth